4-bromo-2-(2-methoxyvinyl)-1-methyl-benzene BrC1=CC(=C(C=C1)C)C=COC